tert-butyl 3-[(1S)-2-hydroxy-1-[[5-[4-(trifluoromethyl)phenyl]naphthalene-2-carbonyl]amino]ethyl]azetidine-1-carboxylate OC[C@@H](NC(=O)C1=CC2=CC=CC(=C2C=C1)C1=CC=C(C=C1)C(F)(F)F)C1CN(C1)C(=O)OC(C)(C)C